C[Si](C)(C)C([Si](C)(C)C)[As](C([Si](C)(C)C)[Si](C)(C)C)(C([Si](C)(C)C)[Si](C)(C)C)Cl tris[bis(trimethylsilyl)methyl]arsenic chloride